4-Bromobenzo[1,2-b:3,4-b']dithiophene-2,7-dicarboxaldehyde BrC1=CC=2SC(=CC2C=2SC(=CC21)C=O)C=O